1-(5-(4-(trifluoromethyl)phenyl)-5,6,6a,7,9,10-hexahydro-8H-pyrazino[1,2-a]pyrido[3,2-e]pyrazin-8-yl)ethan-1-one FC(C1=CC=C(C=C1)N1CC2N(C3=C1C=CC=N3)CCN(C2)C(C)=O)(F)F